3-(6-amino-2-chloro-5-nitro-pyrimidin-4-yl)bicyclo[1.1.1]pentane-1-carboxylic acid NC1=C(C(=NC(=N1)Cl)C12CC(C1)(C2)C(=O)O)[N+](=O)[O-]